N-(5-chloro-6-(difluoromethoxy)pyridin-3-yl)-N'-(4-(1-methoxyethyl)-6-methyl-1,5-naphthyridin-3-yl)urea ClC=1C=C(C=NC1OC(F)F)NC(=O)NC=1C=NC2=CC=C(N=C2C1C(C)OC)C